C1(CC1)C1=NNC(=N1)C1CC2(CN(C2)C(=O)N2CC3(C2)CC(C3)CC=3N(N=C(C3)C(F)(F)F)C)C1 [6-(3-cyclopropyl-1H-1,2,4-triazol-5-yl)-2-azaspiro[3.3]heptan-2-yl]-[6-[[2-methyl-5-(trifluoromethyl)pyrazol-3-yl]methyl]-2-azaspiro[3.3]heptan-2-yl]methanone